NC=1C(=NC2=CC(=CC=C2C1NCC(C)(O)C)Br)Cl 1-((3-amino-7-bromo-2-chloroquinolin-4-yl)amino)-2-methylpropan-2-ol